ethyl 2-methyl-2-((tetrahydro-2H-pyran-2-yl)oxy)propanoate CC(C(=O)OCC)(C)OC1OCCCC1